ClC1=CC=C(C=C1)C(N1C[C@H](N(C[C@@H]1CO)C1=CC(N(C=2C=CC(=NC12)C#N)C)=O)C)C1=CC=C(C=C1)F 8-[(2r,5r)-4-[(4-chlorophenyl)(4-fluorophenyl)methyl]-5-(hydroxymethyl)-2-methylpiperazin-1-yl]-5-methyl-6-oxo-5,6-dihydro-1,5-naphthyridine-2-carbonitrile